C(C=C)OCC(C(C)C)ON=C(C=1C(CC(CC1O)COC(C)C)=O)C1C(C1)C 2-[(1-allyloxymethyl-2-methylpropoxyimino)-(2-methylcyclopropyl)-methyl]-3-hydroxy-5-Isopropoxymethyl-cyclohex-2-enone